C1(CC1)C=1C=C(N=NC1C1=C(C=C(C=C1)C#C)O)NC([C@H](C)NC)=O (S)-N-(5-cyclopropyl-6-(4-ethynyl-2-hydroxyphenyl)pyridazin-3-yl)-2-(methylamino)propionamide